N-[3-(2-amino-2-oxoethyl)-1,1-dioxothietan-3-yl]-4-cyclopropyl-3-(cyclopropylmethoxy)benzamide NC(CC1(CS(C1)(=O)=O)NC(C1=CC(=C(C=C1)C1CC1)OCC1CC1)=O)=O